COC1=C(CNC=2C3=C(N=CN2)N(C=C3I)C(C)C)C=CC(=C1)OC N-(2,4-DIMETHOXYBENZYL)-5-IODO-7-ISOPROPYL-7H-PYRROLO[2,3-D]PYRIMIDIN-4-AMINE